perfluoroethane FC(C(F)(F)F)(F)F